FC(CN1C=C([C@H]2[C@H](O)[C@H](O)[C@@H](CO)O2)C(NC1=O)=O)(F)F N1-trifluoroethyl-pseudouridine